amino-N-(5-chloropyridin-2-yl)benzamide ethyl-6-bromo-2-oxo-1-(pyridin-3-ylmethyl)-1,2-dihydro-1,8-naphthyridine-3-carboxylate C(C)OC(=O)C=1C(N(C2=NC=C(C=C2C1)Br)CC=1C=NC=CC1)=O.NC1=C(C(=O)NC2=NC=C(C=C2)Cl)C=CC=C1